C(\C=C\C(=O)O)(=O)O.OC1=CC=C(C=C1)C(C)(C)C1=CC=C(C=C1)O bisphenol a fumarate